C(C)N1N=C(C(=C1C)O)C(C)C 1-Ethyl-4-hydroxy-5-methyl-3-isopropyl-pyrazol